4-((2,3-dihydro-[1,4]dioxino-[2,3-f]quinolin-10-yl)oxy)-2,3,5-trifluoroaniline O1CCOC=2C1=C1C(=CC=NC1=CC2)OC2=C(C(=C(N)C=C2F)F)F